C1(CCCCC1)C#CC=1C=CC(=C(C1)NC(=O)C1=CNC(C=C1C(F)(F)F)=O)N1C[C@@H](N(CC1)CC(F)F)C (S)-N-(5-(cyclohexylethynyl)-2-(4-(2,2-difluoroethyl)-3-methylpiperazin-1-yl)phenyl)-6-oxo-4-(trifluoromethyl)-1,6-dihydropyridine-3-carboxamide